C(\C=C\C=C\C(=O)[O-])(=O)[O-] trans,trans-muconate